ClC1=CC(=CN=N1)N1CCC(CC1)(C(=O)OC)C=1C=C(C=CC1)C methyl 1-(6-chloropyridazin-4-yl)-4-(m-tolyl)piperidine-4-carboxylate